methyl 5-methylpicolinate CC=1C=CC(=NC1)C(=O)OC